Cl.COC=1C=C(C=C(C1CCN1CCC(CC1)OC1CCNCC1)OC)C=1C(=C(C(N(C1)C)=O)C)C 5-(3,5-dimethoxy-4-(2-(4-(piperidin-4-yloxy)piperidin-1-yl)ethyl)phenyl)-1,3,4-trimethylpyridin-2(1H)-one hydrochloride